C(C)C1=NC2=C(C=C(C=C2NC1=O)CN1CCN(CC1)C=1C=CC(=NC1C)C(=O)NCC(C)O)F 5-(4-((2-ethyl-8-fluoro-3-oxo-3,4-dihydroquinoxalin-6-yl)methyl)piperazin-1-yl)-N-(2-hydroxypropyl)-6-methylpyridinecarboxamide